dodecylbenzyl-pentacosan C(CCCCCCCCCCC)C(CCCCCCCCCCCCCCCCCCCCCCCC)CC1=CC=CC=C1